1-(2,6-difluoro-4-nitrophenyl)-4-methylpiperazine FC1=C(C(=CC(=C1)[N+](=O)[O-])F)N1CCN(CC1)C